N-(4-((3-cyano-5-(methylsulfonyl)phenyl)amino)-5-(1-methyl-1H-pyrazol-3-yl)pyridin-2-yl)acetamide sulfur [S].C(#N)C=1C=C(C=C(C1)S(=O)(=O)C)NC1=CC(=NC=C1C1=NN(C=C1)C)NC(C)=O